C1CCCN(CCC1)N=O nitrosoheptamethyleneimine